N=[Pd] iminopalladium